C(C)C1=C2C=C(NC2=CC(=C1)F)C(=O)N1CC2=C(CC1)ON=C2C(=O)N(C)C2(CC2)COC 5-(4-ethyl-6-fluoro-1H-indole-2-carbonyl)-N-(1-(methoxymethyl)cyclopropyl)-N-methyl-4,5,6,7-tetrahydroisoxazolo[4,5-c]pyridine-3-carboxamide